COC([C@](CSSC[C@@](C(=O)OC)(N)C(=O)C(=C)C)(N)C(=O)C(=C)C)=O bis(methacryl)cystine dimethyl ester